ClC1=CC=CC2=C1NC(=N2)[C@H]2N(CCC1=C2N=CN1)C(=O)C=1SC=CN1 (S)-(4-(7-chloro-1H-benzo[d]imidazol-2-yl)-6,7-dihydro-1H-imidazo[4,5-c]pyridin-5(4H)-yl)(thiazol-2-yl)methanone